BrC1=CC=C(C=C1)C(=C(F)F)CCCCC1=CC=CC=C1 1-bromo-4-(1,1-difluoro-6-phenylhex-1-en-2-yl)benzene